4-(2,2-dimethylmorpholin-4-yl)-2-fluoro-N-(8-methyl-1-isoquinolyl)-N-[(3R)-3-piperidyl]benzamide CC1(CN(CCO1)C1=CC(=C(C(=O)N([C@H]2CNCCC2)C2=NC=CC3=CC=CC(=C23)C)C=C1)F)C